2-ethylhexyl-trans-4-methoxy-cinnamate C(C)C(COC(\C=C\C1=CC=C(C=C1)OC)=O)CCCC